(4-methyl-3-(2,2,2-trifluoroethoxy)phenyl)methylamine hydrochloride Cl.CC1=C(C=C(C=C1)CN)OCC(F)(F)F